N-(3-Cyano-4-methyl-1H-indol-7-yl)-1-[[1-(trifluoromethyl)cyclopropyl]methyl]pyrazol-4-sulfonamid C(#N)C1=CNC2=C(C=CC(=C12)C)NS(=O)(=O)C=1C=NN(C1)CC1(CC1)C(F)(F)F